4-[4-(5-chloro-1-{1-[3-(methoxymethyl)bicyclo[1.1.1]pentan-1-yl]-1H-pyrazol-4-yl}-1H-indazol-6-yl)piperazin-1-yl]-4-methyloxolan-3-ol ClC=1C=C2C=NN(C2=CC1N1CCN(CC1)C1(C(COC1)O)C)C=1C=NN(C1)C12CC(C1)(C2)COC